7-Bromo-3-oxa-12-azatricyclo[7.4.1.05,14]tetradeca-5(14),6,8-triene hydrochloride Cl.BrC1=CC=2COCC3CNCCC(=C1)C32